C(C)(C)C=1C(=CN(C1)S(=O)(=O)C)B(O)O 4-ISOPROPYL-1-(METHYLSULFONYL)-PYRROL-3-YLBORONIC ACID